C(CCCCCCCCCCCCCCC)C(CCCCCCCCCO)(O)F Hexadecyl-fluoro-1,10-decanediol